NC=1N=NC(=CC1C=1C=NN(C1)C1CCN(CC1)C1CCC(CC1)C1=CC=CC=2N(CCOC21)[C@@H]2C(NC(CC2)=O)=O)C2=C(C=CC=C2)O (3S)-3-[8-[4-[4-[4-[3-amino-6-(2-hydroxyphenyl)pyridazin-4-yl]pyrazol-1-yl]-1-piperidyl]cyclohexyl]-2,3-dihydro-1,4-benzoxazin-4-yl]piperidine-2,6-dione